(2S,4R)-1-[(2S)-2-(4-cyclopropyltriazol-1-yl)-3,3-dimethyl-butanoyl]-4-hydroxy-N-[2-(methylcarbamoyl)cyclohexyl]pyrrolidine-2-carboxamide C1(CC1)C=1N=NN(C1)[C@H](C(=O)N1[C@@H](C[C@H](C1)O)C(=O)NC1C(CCCC1)C(NC)=O)C(C)(C)C